(indenyl)zirconium carbonate C([O-])([O-])=O.C1(C=CC2=CC=CC=C12)[Zr+3].C([O-])([O-])=O.C([O-])([O-])=O.C1(C=CC2=CC=CC=C12)[Zr+3]